COC=1C=C(C=CC1)C(N)C1=NC=C(C=C1)OC (3-methoxyphenyl)-(5-methoxy-2-pyridyl)methanamine